C(CC1=CC=CC=C1)C1(CCN(CC1)CC1=CC=C(C(=O)N)C=C1)C1=NC=CC=C1 4-((4-phenethyl-4-(pyridin-2-yl)piperidin-1-yl)methyl)benzamide